NC1=NC=NC2=C1C(=C1C(=C[C@@H](CN21)NC(C=C)=O)C)C=2C=NC1=CC=CC=C1C2 |r| N-[rac-(8S)-4-amino-6-methyl-5-(3-quinolinyl)-8,9-dihydropyrimido[5,4-b]indolizin-8-yl]prop-2-enamide